C12(CC3CC(CC(C1)C3)C2)C(C)NCCCCCCNC2=C3C(N(C(C3=CC=C2)=O)C2C(NC(CC2)=O)=O)=O 4-((6-((1-(adamantan-1-yl)ethyl)amino)hexyl)amino)-2-(2,6-dioxopiperidin-3-yl)isoindoline-1,3-dione